tert-Butyl 4-(3-(2,4-dioxotetrahydropyrimidin-1(2H)-yl)-1-methyl-1H-indazol-6-yl)piperidine-1-carboxylate O=C1N(CCC(N1)=O)C1=NN(C2=CC(=CC=C12)C1CCN(CC1)C(=O)OC(C)(C)C)C